diacetylpyridine bis(benzoylhydrazone) C(C1=CC=CC=C1)(=O)NN=C(C)C1=NC=CC=C1C(C)=NNC(C1=CC=CC=C1)=O